4-{3-methoxy-4-[(pyridin-2-yl)methoxy]phenyl}-2H,4H,5H,6H,7H-pyrazolo[3,4-b]pyridin-6-one COC=1C=C(C=CC1OCC1=NC=CC=C1)C1C=2C(NC(C1)=O)=NNC2